O1B=CC=C1 oxaborol